Methyl 5-iodo-2-thiophenecarboxylate IC1=CC=C(S1)C(=O)OC